CN1C(N(C2=C1C(=C(C=C2)C)C)C)C(=O)O 1,3,6,7-tetramethylbenzimidazole-2-carboxylic acid